3,5-dinitro-N-(4-(N-(3-(trifluoromethyl)phenyl)sulfamoyl)phenyl)benzamide [N+](=O)([O-])C=1C=C(C(=O)NC2=CC=C(C=C2)S(NC2=CC(=CC=C2)C(F)(F)F)(=O)=O)C=C(C1)[N+](=O)[O-]